1-(2-fluorophenyl)-5-isopropyl-N-(quinolin-2-yl)-1H-1,2,3-triazole-3-carboxamide FC1=C(C=CC=C1)N1NN(C=C1C(C)C)C(=O)NC1=NC2=CC=CC=C2C=C1